COC1=CC=C(CNC2=NC(=C3C(=N2)N(N=C3)C)C=3N=NN(C3)CC3=CC=CC(=N3)C(C)(C)O)C=C1 2-(6-((4-(6-((4-methoxybenzyl)amino)-1-methyl-1H-pyrazolo[3,4-d]pyrimidine-4-yl)-1H-1,2,3-triazol-1-yl)methyl)pyridin-2-yl)propan-2-ol